1-[6-(2-methylbenzoyl)-9-ethylcarbazol-3-yl]-ethane-1-one CC1=C(C(=O)C=2C=C3C=4C=C(C=CC4N(C3=CC2)CC)C(C)=O)C=CC=C1